(2S,4R)-1-((S)-2-((tert-butoxycarbonyl)amino)-3,3-dimethylbutyryl)-4-hydroxypyrrolidine-2-carboxylic acid C(C)(C)(C)OC(=O)N[C@H](C(=O)N1[C@@H](C[C@H](C1)O)C(=O)O)C(C)(C)C